C1=CC2=C(C(=O)OC(=O)N2)N=C1 azaisatoic anhydride